2-(azetidin-3-yl)-5-(4-(trifluoromethyl)phenoxy)-1,2,3,4-tetrahydroisoquinoline hydrochloride Cl.N1CC(C1)N1CC2=CC=CC(=C2CC1)OC1=CC=C(C=C1)C(F)(F)F